C(C1=CC=CC=C1)(=O)OC[C@H]1O[C@H]([C@H]([C@@H]1OC(C1=CC=CC=C1)=O)F)N1C(NC(C(=C1)F)=O)=O [(2R,3R,4S,5R)-3-(benzoyloxy)-4-fluoro-5-(5-fluoro-2,4-dioxo-3H-pyrimidin-1-yl)oxolan-2-yl]methyl benzoate